ClC=1C=CC=2C(=C3N(C2C1C=1C(=NN(C1C)C)C)CCCN(C3=O)C=3C=C(C1=C(N(C=N1)C)C3)C(=O)O)CCCOC3=CC(=C(C(=C3)C)Cl)C 6-[8-chloro-11-[3-(4-chloro-3,5-dimethyl-phenoxy)propyl]-1-oxo-7-(1,3,5-trimethylpyrazol-4-yl)-4,5-dihydro-3H-[1,4]diazepino[1,2-a]indol-2-yl]-1-methyl-benzimidazole-4-carboxylic Acid